FC=1C=C(C=NC1C(F)(F)F)[C@@H](CC)NC(=O)C=1C=C(N2C1COCC2)C(=O)N2[C@H](CCC2)C 6-((S)-2-methyl-pyrrolidine-1-carbonyl)-3,4-dihydro-1H-pyrrolo[2,1-c][1,4]oxazine-8-carboxylic acid [(R)-1-(5-fluoro-6-trifluoromethyl-pyridin-3-yl)-propyl]-amide